N1CC(C1)C1CN(CCO1)CCO 2-(2-(azetidin-3-yl)morpholinyl)ethan-1-ol